N1(CCC1)C1=CC=CC(=N1)C1=NC2=CC(=NC=C2C=C1)CNC(OCCCC)=O butyl N-[[2-[6-(azetidin-1-yl)-2-pyridyl]-1,6-naphthyridin-7-yl]methyl]carbamate